C1(CCCC1)NC1=CC(=NC=C1N1N=NC(=C1)C1CCC(CC1)CCO)N1N=CC=2C1=NC=C(C2)C#N 1-[4-(cyclopentylamino)-5-[4-[4-(2-hydroxyethyl)cyclohexyl]triazol-1-yl]-2-pyridyl]pyrazolo[3,4-b]pyridine-5-carbonitrile